ClC1=C(C(=O)O\N=C(/C)\C=2C=C(C=CC2)C)C(=CC=C1)SC1=NC(=CC(=N1)OC)OC (E)-1-(m-tolyl)ethan-1-one O-(2-chloro-6-((4,6-dimethoxypyrimidin-2-yl)thio)benzoyl) oxime